BrC=1C=C(C(=NC1Cl)C)[N+](=O)[O-] 5-Bromo-6-chloro-2-methyl-3-nitropyridine